7-(3-(tert-butyl)isoxazol-5-yl)-2-azaspiro[3.5]Nonane-2-carboxylic acid tert-butyl ester C(C)(C)(C)OC(=O)N1CC2(C1)CCC(CC2)C2=CC(=NO2)C(C)(C)C